6-hydroxy-2-methyl-3-(2,2,3,3-tetramethyl-4-oxa-3-silahept-6-yn-7-yl)-7,8-dihydro-6H-pyrrolo[4,3-g]indazol-8-one OC1NC(C2=C1C=CC1=C(N(N=C21)C)C#CCO[Si](C(C)(C)C)(C)C)=O